C(CCC\C=C/C\C=C/C\C=C/C\C=C/C\C=C/CC)OC(C(=O)O)CC 2-((5Z,8Z,11Z,14Z,17Z)-eicosa-5,8,11,14,17-pentenyloxy)butanoic acid